E-palmitate C(CCCCCCCCCCCCCCC)(=O)[O-]